CC1(N(C(CC(C1)O)(C)C)[O])C 2,2,6,6-tetramethyl-1-(λ1-oxidanyl)piperidin-4-ol